Cumenecarbonitrile C=1(C(=CC=CC1)C#N)C(C)C